(R)-2-amino-4-(pentan-2-ylamino)-6-(4-(piperazine-1-carbonyl)benzyl)pyrido[4,3-d]pyrimidin-5(6H)-one NC=1N=C(C2=C(N1)C=CN(C2=O)CC2=CC=C(C=C2)C(=O)N2CCNCC2)N[C@H](C)CCC